N-(4-{4-cyano-2-[(3,3-difluoro-1-azetidinyl)carbonyl]-6-fluorophenyl}-6-isopropoxy-2-pyridyl)-5-{[(S)-1-cyclobutylethylamino]methyl}-1-cyclopropyl-2-oxo-1,2-dihydronicotinamide C(#N)C1=CC(=C(C(=C1)F)C1=CC(=NC(=C1)OC(C)C)NC(C=1C(N(C=C(C1)CN[C@@H](C)C1CCC1)C1CC1)=O)=O)C(=O)N1CC(C1)(F)F